CC1=NC=C2N1C=C(C=C2)C2=NC(=NC(=N2)NC(C)(C2=NC(=CC=C2)C(F)(F)F)C)N 6-(3-methylimidazo[1,5-a]pyridin-6-yl)-N2-[1-methyl-1-[6-(trifluoromethyl)-2-pyridinyl]ethyl]-1,3,5-triazine-2,4-diamine